FC1=C(C(=O)N[C@H](C)C=2C=NC(=NC2)C(F)(F)F)C=C(C=C1C=1SC(=CN1)C)OC(C)C(C)O 2-fluoro-5-((trans-3-hydroxybutan-2-yl)oxy)-3-(5-methylthiazol-2-yl)-N-((R)-1-(2-(trifluoromethyl)pyrimidin-5-yl)ethyl)benzamide